N-(4-(5-amino-1-methyl-1H-pyrazol-3-yl)phenyl)-2-chlorobenzamide NC1=CC(=NN1C)C1=CC=C(C=C1)NC(C1=C(C=CC=C1)Cl)=O